C(C1=CC=CC=C1)OC1=C(C=C(C=C1C=1C=NN(C1)C)[C@@H](C)NC(C1=C(C=CC(=C1)N1C[C@H]2CC[C@@H](C1)N2C)C)=O)OC N-[(1R)-1-[4-benzyloxy-3-methoxy-5-(1-methylpyrazol-4-yl)phenyl]ethyl]-2-methyl-5-[(1R,5s)-8-methyl-3,8-diazabicyclo[3.2.1]oct-3-yl]benzamide